OC1=C(C=C(C=C1C(C)(C)C)C(C)(C)C)N1N=C2C(=N1)C=CC(=C2)C(F)(F)F 2-(2'-hydroxy-3',5'-di-tert-butylphenyl)-5-trifluoromethylbenzotriazole